CC1=CC=C(C=C1)S(=O)(=O)OCCCCCN=[N+]=[N-] 5-azidopentyl 4-methylbenzenesulfonate